N1CCC(CC1)NC(=O)C1=NNC=C1 N-(4-piperidinyl)-1H-pyrazole-3-carboxamide